cinnamic acid hydroxymethyl ester OCOC(C=CC1=CC=CC=C1)=O